tert-Butyl ((5-fluoro-6-methoxypyridin-3-yl)methyl)carbamate FC=1C=C(C=NC1OC)CNC(OC(C)(C)C)=O